C(C)(C)C1=CC=C(C=C1)C1CCN(CC1)C(=O)C1CC2(C1)NC(OC2)=O (2s,4s)-2-(4-(4-isopropylphenyl)piperidine-1-carbonyl)-7-oxa-5-azaspiro[3.4]octan-6-one